1-phenyl-3-(4-methoxystyryl)-5-(4-Methoxyphenyl)pyrazoline C1(=CC=CC=C1)N1NC(=CC1C1=CC=C(C=C1)OC)C=CC1=CC=C(C=C1)OC